3-methyl-4-(4-(propylsulfonamido)phenyl)-1H-pyrrolo[2,3-b]pyridin CC1=CNC2=NC=CC(=C21)C2=CC=C(C=C2)NS(=O)(=O)CCC